Bis(4-(2,4,4-trimethyl-2-pentyl)phenyl)amine CC(C)(CC(C)(C)C)C1=CC=C(C=C1)NC1=CC=C(C=C1)C(C)(CC(C)(C)C)C